C(C)OC(=O)C1CCN(CC1)C1=NC(=C(N=C1Cl)I)CCCCOC (3-chloro-5-iodo-6-(4-methoxybutyl)pyrazin-2-yl)piperidine-4-carboxylic acid ethyl ester